C(CCCCCCCCCCCCCCCCC(C)C)O 1-isoicosanol